C(C)(C)(C)OC(=O)N1OCC[C@H]1C1=CC(=CC(=C1)F)F (S)-3-(3,5-difluorophenyl)isoxazolidine-2-carboxylic acid tert-butyl ester